FC1=C(C#N)C=C(C=C1)OC=1C(=C2C=CNC2=CC1F)CC1CNC(O1)=O 2-Fluoro-5-((6-fluoro-4-((2-oxooxazolidin-5-yl)methyl)-1H-indol-5-yl)oxy)benzonitrile